N-(3-propyl-3H-[1,2,3]triazolo[4,5-b]pyridin-5-yl)-2-(6-azaspiro[2.5]oct-6-yl)benzamide C(CC)N1N=NC=2C1=NC(=CC2)NC(C2=C(C=CC=C2)N2CCC1(CC1)CC2)=O